tert-butyl (1S,4S)-5-[4-(2,3-difluoro-4-hydroxy-anilino)-7-fluoro-pyrido[3,2-d]pyrimidin-6-yl]-2,5-diazabicyclo[2.2.1]heptane-2-carboxylate FC1=C(NC=2C3=C(N=CN2)C=C(C(=N3)N3[C@@H]2CN([C@H](C3)C2)C(=O)OC(C)(C)C)F)C=CC(=C1F)O